C1OCC(C2=CC=CC=C12)CO Isochroman-4-ylmethanol